1-(5-(4-((R)-2-((tert-Butyldimethylsilyl)oxy)propoxy)-6-((R)-3-methoxytetrahydrofuran-3-yl)pyridin-2-yl)-7-methylpyrrolo[1,2-c]pyrimidin-3-yl)urea [Si](C)(C)(C(C)(C)C)O[C@@H](COC1=CC(=NC(=C1)[C@]1(COCC1)OC)C=1C=C(N2C=NC(=CC21)NC(=O)N)C)C